Cl.CN(S(=O)(=O)C)CC1CCNCC1 N-methyl-N-(piperidin-4-ylmethyl)methanesulfonamide hydrochloride